ClC=1N=CC=C2C=C(C=NC12)CNC1=CC=CC=C1 (8-chloro-1,7-naphthyridin-3-yl)methyl-aniline